[2-(2-dimethylaminoethyl)-5-(4-methoxyphenyl)-3-oxo-6-thia-2-azabicyclo[5.4.0]undeca-7,9,11-trien-4-yl] ethanoate C(C)(=O)OC1C(N(C2=CC=CC=C2SC1C1=CC=C(C=C1)OC)CCN(C)C)=O